C1=NC=CC2=C(C=CC=C12)NC(C1=C(C=C(C=C1)C1CCN(CC1)C)S(=O)(=O)C)=O N-(isoquinolin-5-yl)-2-methanesulfonyl-4-(1-methylpiperidin-4-yl)benzamide